N-((1r,4r)-4-(4-(dimethylcarbamoyl)piperazin-1-yl)cyclohexyl)-1-isobutyl-3-methyl-1H-thieno[2,3-c]pyrazole-5-carboxamide CN(C(=O)N1CCN(CC1)C1CCC(CC1)NC(=O)C1=CC2=C(N(N=C2C)CC(C)C)S1)C